2-(1-isopropylbenzotriazol-5-yl)-5-(o-tolyl)thiazole C(C)(C)N1N=NC2=C1C=CC(=C2)C=2SC(=CN2)C2=C(C=CC=C2)C